F[C@H]1[C@@H]2CC[C@H](C[C@H]1N(C)C1=NC=C(N=C1)C1=C(C=C(C=C1)C1=NC(=NO1)C)OCOC)N2C(=O)OC(C)(C)C tert-butyl (1S,2R,3R,5R)-2-fluoro-3-([5-[2-(methoxymethoxy)-4-(3-methyl-1,2,4-oxadiazol-5-yl) phenyl] pyrazin-2-yl] (methyl) amino)-8-azabicyclo[3.2.1]octane-8-carboxylate